1-((diiodomethyl)sulfonyl)-4-methyl-benzene IC(S(=O)(=O)C1=CC=C(C=C1)C)I